[Cl-].C1(=C(C=CC=C1)C[NH3+])C tolylmethyl-ammonium chloride